CN1CCN(CC1)C1=NC=C(C=N1)C=1C=C(C=CC1)[C@H](C)NC1=NC=NC=C1 N-[(1S)-1-{3-[2-(4-methylpiperazin-1-yl)pyrimidin-5-yl]phenyl}ethyl]pyrimidin-4-amine